2,2-difluorobenzodioxole-5-carboxaldehyde FC1(OC2=C(O1)C=CC(=C2)C=O)F